5-(4-fluoro-2-methylphenyl)-6-(hydroxymethyl)-1-methyl-4-oxopyridine-3-carboxamide FC1=CC(=C(C=C1)C=1C(C(=CN(C1CO)C)C(=O)N)=O)C